COC1=CC=C2C=NN(C2=C1NS(=O)(=O)C=1C=NN(C1C)C1=NC=CC(=C1)C(F)(F)F)C N-(6-METHOXY-1-METHYL-1H-INDAZOL-7-YL)-5-METHYL-1-(4-(TRIFLUOROMETHYL)PYRIDIN-2-YL)-1H-PYRAZOLE-4-SULFONAMIDE